C(CCOCCOCCOCCOCCOCCOCCOCCOCCOCCOCCOCCOCCOCCC(=O)ON1C(CCC1=O)=O)(=O)ON1C(CCC1=O)=O bis(2,5-dioxopyrrolidin-1-yl) 4,7,10,13,16,19,22,25,28,31,34,37,40-trideca-oxatritetracontanedioate